[Cl-].C(CCCCCCCCCCCCCCC)CCCCCCCCCCCCCCCCCC[N+](C)(C)C cetylstearyl-trimethyl-ammonium chloride